C(#N)C=1C(=C(C(=NC1)C(=O)NC=1C=C2C(=NNC2=CC1)C=1C=NN(C1)C(F)(F)F)C)C 5-Cyano-3,4-dimethyl-N-(3-(1-(trifluoromethyl)-1H-pyrazol-4-yl)-1H-indazol-5-yl)picolinamide